methyl 5-fluoro-1,2,3,4-tetrahydroisoquinoline-7-carboxylat FC1=C2CCNCC2=CC(=C1)C(=O)OC